FC=1C(=NC(=NC1)N[C@H]1[C@@H](COCC1)O)C=1C=C2C(=C(C(=NC2=CC1)C)C(=O)OCC)C(C)C ethyl 6-(5-fluoro-2-(((3S,4R)-3-hydroxytetrahydro-2H-pyran-4-yl) amino) pyrimidin-4-yl)-4-isopropyl-2-methylquinoline-3-carboxylate